CC(C)(C)P(C(C)(C)C)C(C)(C)C tris(2-methyl-2-propyl)phosphine